(2-bromo-4-(heptafluoroprop-2-yl)-6-(trifluoromethyl)phenyl)-4-fluorobenzamide BrC1=C(C(=CC(=C1)C(C(F)(F)F)(C(F)(F)F)F)C(F)(F)F)C1=C(C(=O)N)C=CC(=C1)F